3,5-dioxo-2,3-dihydro-[1,2,4]triazolo[4,3-a]pyrimidin O=C1NNC=2N1C(C=CN2)=O